8-iodo-7-nitro-1,2,3,4-tetrahydroisoquinoline IC=1C(=CC=C2CCNCC12)[N+](=O)[O-]